tert-butyl N-[5-[[2-[4-(dimethylamino)-2-phenyl-1-piperidyl]-2-oxo-acetyl]amino]-3-methyl-2-pyridyl]carbamate CN(C1CC(N(CC1)C(C(=O)NC=1C=C(C(=NC1)NC(OC(C)(C)C)=O)C)=O)C1=CC=CC=C1)C